(1S,4R,5S)-4-((6-chloro-2-methylpyridin-3-yl)methyl)-2-(3-(pyridin-4-yl)-1H-1,2,4-triazol-5-yl)-2-azabicyclo[3.1.0]hexan-3-one ClC1=CC=C(C(=N1)C)C[C@H]1C(N([C@H]2C[C@@H]12)C1=NC(=NN1)C1=CC=NC=C1)=O